OCCN(CCC[Si](OCC)(OCC)OCC)CCO Gamma-[bis(beta-hydroxyethyl)]aminopropyltriethoxysilane